8-((dimethylamino)methyl)-2-methyl-6-(3-methyl-1H-pyrrolo[2,3-b]pyridin-5-yl)-3,4-dihydroisoquinolin CN(C)CC=1C=C(C=C2CCN(CC12)C)C=1C=C2C(=NC1)NC=C2C